C(#N)C=1C(=CC(=NC1N1[C@H](CC1)C)C=1C=NN(C1)C1CCN(CC1)C(CNC(OC(C)(C)C)=O)=O)C(F)(F)F tert-butyl N-[2-[4-[4-[5-cyano-6-[(2S)-2-methylazetidin-1-yl]-4-(trifluoromethyl)-2-pyridyl]pyrazol-1-yl]-1-piperidyl]-2-oxo-ethyl]carbamate